((3-(5-Chloropyridin-2-yl)-1,2,4-oxadiazol-5-yl)amino)-N'-hydroxypyridinecarboxamidine ClC=1C=CC(=NC1)C1=NOC(=N1)NC=1C(=NC=CC1)C(=NO)N